(S)-6,7-dimethoxy-1,2,3,4-tetrahydroisoquinoline-1-carboxylic acid COC=1C=C2CCN[C@@H](C2=CC1OC)C(=O)O